2-chloro-5-cyclopropyl-7-(3,3,4,4-tetrafluoropyrrolidin-1-yl)-5H-pyrrolo[3,2-d]pyrimidine ClC=1N=CC2=C(N1)C(=CN2C2CC2)N2CC(C(C2)(F)F)(F)F